ethyl (2-amino-4-(prop-2-yn-1-yl(3-(trifluoromethyl)benzyl)amino)phenyl)-carbamate NC1=C(C=CC(=C1)N(CC1=CC(=CC=C1)C(F)(F)F)CC#C)NC(OCC)=O